BrC1=CC=C(C=C1)C1=C(C#N)C(=CC(=N1)C1=C(C=CC=C1)Cl)O 2-(4-bromophenyl)-6-(2-chlorophenyl)-4-hydroxynicotinonitrile